C12N(CC(C1)C2)C2=NC(=CC1=C2N=C2C(OCCN21)(C)C)C2=NC(=NC=C2)N (9-(2-azabicyclo[2.1.1]hexan-2-yl)-1,1-dimethyl-3,4-dihydro-1H-pyrido[3',4':4,5]imidazo[2,1-c][1,4]oxazin-7-yl)pyrimidin-2-amine